methyl 4-amino-7-bromo-2-oxo-1-phenyl-1,2-dihydroquinoline-3-carboxylate NC1=C(C(N(C2=CC(=CC=C12)Br)C1=CC=CC=C1)=O)C(=O)OC